2-(1-chloro-cyclopropan-1-yl)-1-(2-chlorophenyl)-2-hydroxy-3-(1,2,4-triazolidine-5-thione-1-yl)-propane ClC1(CC1)C(CC1=C(C=CC=C1)Cl)(CN1NCNC1=S)O